GALLIUM-OXIDE [O-2].[Ga+3].[O-2].[O-2].[Ga+3]